1-Methyl-5-[4-(4,4,5,5-tetramethyl-1,3,2-dioxaborolan-2-yl)phenyl]pyrazole CN1N=CC=C1C1=CC=C(C=C1)B1OC(C(O1)(C)C)(C)C